FC=1C=C(C=CC1)C1=CC(=CC=C1)[C@@H]1N(OCC1)C1=CC(=NC=N1)NC=1C(=CC(=C(C1)NC(C=C)=O)N1CC2CN(CC2C1)C)OC N-(5-((6-((R)-3-(3'-fluoro-[1,1'-biphenyl]-3-yl)isoxazolidin-2-yl)pyrimidin-4-yl)amino)-4-methoxy-2-(5-methylhexahydropyrrolo[3,4-c]pyrrol-2(1H)-yl)phenyl)acrylamide